ClC12C(CC(C(=C1Cl)Cl)(C2(Cl)Cl)Cl)O 1,4,5,6,7,7-hexachlorobicyclo[2.2.1]-hept-5-en-2-ol